5-((4-bromophenoxy)methyl)-1-(cyclopropylmethyl)-1H-pyrazole BrC1=CC=C(OCC2=CC=NN2CC2CC2)C=C1